4-{[(1R)-2-({2-[(3-Aminopropyl){(1R)-1-[1-benzyl-4-(2,5-difluorophenyl)-1H-pyrrol-2-yl]-2,2-dimethylpropyl}amino]-2-oxoethyl}sulphanyl)-1-carboxyethyl]amino}-4-oxobutanoic acid NCCCN(C(CSC[C@@H](C(=O)O)NC(CCC(=O)O)=O)=O)[C@H](C(C)(C)C)C=1N(C=C(C1)C1=C(C=CC(=C1)F)F)CC1=CC=CC=C1